(S)-N-(1-cyanoethyl)-4-(2-((1-(1-(2-hydroxyacetyl)piperidin-4-yl)-1H-pyrazol-4-yl)amino)-5-methylpyrimidin-4-yl)benzamide C(#N)[C@H](C)NC(C1=CC=C(C=C1)C1=NC(=NC=C1C)NC=1C=NN(C1)C1CCN(CC1)C(CO)=O)=O